2-methyl-3-(2-chloroethyl)-pyrido[1,2-a]pyrimidin-4-one CC=1N=C2N(C(C1CCCl)=O)C=CC=C2